1-[(2R,4S)-4-fluoro-5-methylene-tetrahydrofuran-2-yl]-5-methyl-pyrimidine-2,4-dione F[C@H]1C[C@@H](OC1=C)N1C(NC(C(=C1)C)=O)=O